BrC=1C=CC2=C(CCO2)C1 5-bromo-2,3-dihydro-1-benzofuran